BrC=1C=CC=C2C=NC(=NC12)N1CCN(CC1)C(=O)OC(C)(C)C tert-Butyl 4-(8-bromoquinazolin-2-yl)piperazine-1-carboxylate